C(CCC)N1CCOCC1 N-Butylmorpholine